O1C(CCCC1)OCCCCCCC\C=C/C\C=C/C\C=C/C\C=C/CC (8Z,11Z,14Z,17Z)-1-((tetrahydro-2H-pyran-2-yl)oxy)icosa-8,11,14,17-tetraen